(1r,3r,4s,5s,7s)-1-azaadamantan-4-ol N12C[C@@H]3C([C@@H](CC(C1)C3)C2)O